CC1=C(C=CC=C1)SC=1C=C2CCC[C@@H](C2=CC1)CNC=1C=NC=CC1C(=O)O 3-({[(1S)-6-[(2-methylphenyl)thio]-1,2,3,4-tetrahydronaphthalen-1-yl]methyl}amino)pyridine-4-carboxylic acid